(S)-7-tert-butyl-2-((R)-3-methylmorpholino)-6,7-dihydropyrazolo[1,5-a]pyrazin-4(5H)-one C(C)(C)(C)[C@H]1CNC(C=2N1N=C(C2)N2[C@@H](COCC2)C)=O